(3-(2,3-difluorophenyl)imidazo[1,2-b]Pyridazin-8-yl)-N-(4-fluorophenyl)-2-methylbenzamide FC1=C(C=CC=C1F)C1=CN=C2N1N=CC=C2C=2C(=C(C(=O)NC1=CC=C(C=C1)F)C=CC2)C